C(C)N1N=CC=C1C(=O)N1C(CC(C1)F)C(=O)NC(C1=CC=C(C=C1)C(C)C)C1=CC=CC=C1 1-(1-ethyl-1H-pyrazole-5-carbonyl)-4-fluoro-N-{phenyl-[4-(prop-2-yl)phenyl]methyl}pyrrolidine-2-carboxamide